(4-(morpholinomethyl)phenyl)nicotinamide O1CCN(CC1)CC1=CC=C(C=C1)C1=C(C(=O)N)C=CC=N1